pentyl thiolactate C(C(O)C)(=S)OCCCCC